C12CN(CC(CC1)N2)C=2N=C(C(=C1C(=C(N=C(C21)OC=2C=NN(C2)C)C2=CC(=CC1=CC=C(C(=C21)C#C[Si](C(C)C)(C(C)C)C(C)C)F)O)F)C)C 4-[8-(3,8-diazabicyclo[3.2.1]octan-3-yl)-4-fluoro-5,6-dimethyl-1-(1-methylpyrazol-4-yl)oxy-2,7-naphthyridin-3-yl]-6-fluoro-5-(2-triisopropylsilylethynyl)naphthalen-2-ol